3-(1-(4-fluoro-2-nitrophenyl)-1H-pyrrolo[2,3-c]pyridin-3-yl)piperidine-1-carboxylic acid tert-butyl ester C(C)(C)(C)OC(=O)N1CC(CCC1)C1=CN(C2=CN=CC=C21)C2=C(C=C(C=C2)F)[N+](=O)[O-]